tetramethyl 1,2,4,5-benzenetetracarboxylate C=1(C(=CC(=C(C1)C(=O)OC)C(=O)OC)C(=O)OC)C(=O)OC